C(C1=CC=CC=C1)NC(=O)C=1N(C(N2C1CN(CC2)C(C2=CC(=C(C=C2)Br)Cl)=O)=O)C=2C=C1CCC(NC1=CC2)=O N-benzyl-7-(4-bromo-3-chloro-benzoyl)-3-oxo-2-(2-oxo-3,4-dihydro-1H-quinolin-6-yl)-6,8-dihydro-5H-imidazo[1,5-a]pyrazine-1-carboxamide